FC=1C=C2CCCN(C2=C(C1)F)C1(C(CC2=CC=CC(=C12)S(=O)(=O)C)(F)F)O (6,8-difluoro-1,2,3,4-tetrahydroquinolin-1-yl)-2,2-difluoro-7-methanesulfonyl-2,3-dihydro-1H-inden-1-ol